C1(CC1)C=1C=NN2C1N=C(C=C2NCC2=C(C=C(C=C2)C=2SC=CN2)F)NC[C@@H]2[C@H](CN(CC2)C(=O)OC(C)(C)C)O tert-butyl (3R,4R)-4-(((3-cyclopropyl-7-((2-fluoro-4-(thiazol-2-yl)benzyl)amino)pyrazolo[1,5-a]pyrimidin-5-yl)amino)methyl)-3-hydroxypiperidine-1-carboxylate